S(C)(=O)(=O)O.S(C)(=O)(=O)O.C(C1=CC=CC=C1)(=O)N benzamide bis-mesylate